6-(5-methylpyrimidin-2-yl)-8-methoxyquinazolin-4-ol CC=1C=NC(=NC1)C=1C=C2C(=NC=NC2=C(C1)OC)O